C(C)(C)OC1=CC(=NC=C1)C(N)=N 4-isopropoxypicolinimidamide